ClC=1C(=NC(=C(C(=O)NC=2C=C(C=CC2)[S@@](=O)(C)=NC(OC(C)(C)C)=O)C1)N1CCC(CCC1)(F)F)C tert-butyl (S)-((3-(5-chloro-2-(4,4-difluoroazepan-1-yl)-6-methylnicotinamido)phenyl)(methyl)(oxo)-λ6-sulfaneylidene)carbamate